OC1=C(C(=O)NC2=CC=C(C=C2)C2=CC(=C(C(=C2)N(C2CCOCC2)CC)C)C(=O)NCC=2C(NC(=CC2C)C)=O)C=C(C(=C1)O)C(C)C 4'-(2,4-dihydroxy-5-isopropylbenzamido)-N-((4,6-dimethyl-2-oxo-1,2-dihydropyridin-3-yl)methyl)-5-(ethyl(tetrahydro-2H-pyran-4-yl)amino)-4-methyl-[1,1'-biphenyl]-3-carboxamide